C(C)(C)OC1CCN(CC1)[C@H]1[C@@H](CCC1)OC=1C=C2CN(C(C2=CC1)=O)C1C(NC(CC1)=O)=O 3-(5-(((1R,2R)-2-(4-isopropoxypiperidin-1-yl)cyclopentyl)oxy)-1-oxoisoindolin-2-yl)piperidine-2,6-dione